3-(5'-(methylsulfonamido)spiro[cyclohexane-1,3'-indoline]-1'-carbonyl)-N-(3-methylthietan-3-yl)benzenesulfonamide CS(=O)(=O)NC=1C=C2C3(CN(C2=CC1)C(=O)C=1C=C(C=CC1)S(=O)(=O)NC1(CSC1)C)CCCCC3